6,7-dichloro-3-methyl-1,3,4,9-tetrahydro-[1,2,6]thiadiazino[4,3-g]indole 2,2-dioxide ClC=1C=2C(=CNC2C2=C(C1)CN(S(N2)(=O)=O)C)Cl